NC=1C2=C(N=C(N1)C)N(C=C2)[C@@H]2C=C([C@H]([C@H]2O)O)CCC2=CC(=C1C=C(C(=NC1=C2)N)Cl)F (1S,2R,5R)-5-(4-amino-2-methyl-7H-pyrrolo[2,3-d]pyrimidin-7-yl)-3-(2-(2-amino-3-chloro-5-fluoroquinolin-7-yl)ethyl)cyclopent-3-ene-1,2-diol